2-acetamido-4-(2-aminophenyl)-4-oxobutanoic acid C(C)(=O)NC(C(=O)O)CC(=O)C1=C(C=CC=C1)N